CC1=CC=CC(=C1)C 2,4-Dimethylbenzol